C1=CC=CC=2C=CC=3N(C=4C=CC=CC4C3C21)C2=CC=C(C=C2)B(O)O (4-(7H-benzo[c]carbazol-7-yl)phenyl)boronic acid